C(#N)C=1C=C(C(=C(C1)[C@@H](C)N[S@@](=O)C(C)(C)C)F)F (S)-N-[(1R)-1-(5-cyano-2,3-difluorophenyl)ethyl]-2-methylpropane-2-sulfinamide